NC1C(CCCC1)NC1=NC(=C2C(=N1)N(N=C2)C)NCC2=CC(=C(C=C2)C)Cl N6-(2-aminocyclohexyl)-N4-[(3-chloro-4-methylphenyl)methyl]-1-methyl-1H-pyrazolo[3,4-d]pyrimidine-4,6-diamine